formoxyacetylene C(=O)OC#C